2-(2,5-dihydroxy-4-sulfobenzamido)pyridine-3,5-dicarboxylic acid OC1=C(C(=O)NC2=NC=C(C=C2C(=O)O)C(=O)O)C=C(C(=C1)S(=O)(=O)O)O